N1C=C(C2=CC=CC=C12)C[C@H](CCCC)N (2S)-1-(1H-indol-3-yl)hexan-2-amine